propanamide methyl-4-(oxetan-3-yl)-5-oxo-4,5-dihydropyrazine-2-carboxylate COC(=O)C=1N=CC(N(C1)C1COC1)=O.C(CC)(=O)N